dimethyloctadecyl-[3-(trimethoxysilyl)propyl]silane C[Si](CCC[Si](OC)(OC)OC)(CCCCCCCCCCCCCCCCCC)C